N-(2-Chloropyrimidin-4-yl)-3-(4-(trifluoromethyl)phenyl)isoxazol-5-amine ClC1=NC=CC(=N1)NC1=CC(=NO1)C1=CC=C(C=C1)C(F)(F)F